tert-Butyl-9-methyl-11-azatricyclo[6.2.1.02,7]undeca-2,4,6,9-tetraene-11-carboxylate C(C)(C)(C)OC(=O)N1C2C3=CC=CC=C3C1C(=C2)C